3-(hexafluoroisopropoxy)-2-chloroquinoxaline FC(C(C(F)(F)F)OC=1C(=NC2=CC=CC=C2N1)Cl)(F)F